3'-(hexane-2,2-diylbis(sulfanediyl))bis(1-cyclohexylpropan-1-one) CC(CCCC)(SC(C(=O)C1CCCCC1)C)SC(C(=O)C1CCCCC1)C